2-(5-(9-isopropyl-9H-purin-6-yl)-2-methylphenyl)glutaric acid dimethyl ester COC(C(CCC(=O)OC)C1=C(C=CC(=C1)C1=C2N=CN(C2=NC=N1)C(C)C)C)=O